Ethyl 1-(3-methoxypropyl)-5-nitro-1H-indole-2-carboxylate COCCCN1C(=CC2=CC(=CC=C12)[N+](=O)[O-])C(=O)OCC